FC=1C=C(C=CC1)[C@H](CNC(CC1CCC(CC1)NC(C(F)(F)F)=O)(C)C)O N-[(1S,4s)-4-{2-[(R)-2-(m-fluorophenyl)-2-hydroxyethylamino]-2-methylpropyl}cyclohexyl]trifluoroacetamide